ClC1=CC=C(C=N1)C1=C2CN(C(C2=CC=C1)=O)C=1C=CC=C2C(=CNC12)C1=NC(=NC=C1C)NC1=NN(C(=C1)C)C 4-(6-chloropyridin-3-yl)-2-(3-(2-((1,5-dimethyl-1H-pyrazol-3-yl)amino)-5-methylpyrimidin-4-yl)-1H-indol-7-yl)isoindolin-1-one